2-(3-cyano-4-(piperidin-4-ylmethoxy)benzyl)isoindoline-5-carboxamide hydrochloride Cl.C(#N)C=1C=C(CN2CC3=CC=C(C=C3C2)C(=O)N)C=CC1OCC1CCNCC1